phenyl-(pyrrolidin-1-yl)methanone oxime C1(=CC=CC=C1)C(=NO)N1CCCC1